N-(2,3-dihydroxypropyl)-1-methyl-2-((6-(trifluoromethyl)benzo[d]oxazol-2-yl)amino)-1H-benzo[d]imidazole-5-carboxamide OC(CNC(=O)C1=CC2=C(N(C(=N2)NC=2OC3=C(N2)C=CC(=C3)C(F)(F)F)C)C=C1)CO